C(C)(C)(C)OC(=O)N1CCC(CC1)(O)[C@@H](C1CCC(CC1)(F)F)C1=NC=C(C=C1)Cl tert-butyl-4-[(S)-(5-chloro-2-pyridyl)-(4,4-difluorocyclohexyl)methyl]-4-hydroxy-piperidine-1-carboxylate